C(C)(C)C1CC=2C=C(C(=NC2C=2N1C=CC(C2)=O)OC)OCCCOC 6-isopropyl-2-methoxy-3-(3-methoxypropoxy)-10-oxo-5,10-dihydro-6H-pyrido[1,2-h][1,7]naphthyridin